lauric acid nitrogen [N].C(CCCCCCCCCCC)(=O)O